2-phenyl-4H-chromen C1(=CC=CC=C1)C=1OC2=CC=CC=C2CC1